O1C2=CC=C1C(=O)OCCCCCCCCCCOC2=O decamethylene 2,5-furandicarboxylate